NC1(COC1)CNC1=CC(=NC2=CC=C(C=C12)C)N1CCS(C2=C(C1)C=CC=C2)(=O)=O N-[(3-Aminooxetan-3-yl)methyl]-2-(1,1-dioxido-2,3-dihydro-1,4-benzothiazepin-4(5H)-yl)-6-methylquinolin-4-amine